C(C)(C)(CC)C1=CC=C(OC2=CC=C(N)C=C2)C=C1 4-(4-(Tert-amyl)phenoxy)aniline